5-(6-chloro-5-(phenylsulfonylamino)pyridin-3-yl)-N-(3-fluorophenyl)nicotinamide ClC1=C(C=C(C=N1)C=1C=NC=C(C(=O)NC2=CC(=CC=C2)F)C1)NS(=O)(=O)C1=CC=CC=C1